COC(CCSSC1=CC=C(C=C1)N=[N+]=[N-])=N methyl-3-[(p-azidophenyl)dithio]propioimidate